2-(2,6-dioxopiperidin-3-yl)-7-methoxy-1-oxoisoindoline-5-carboxylic acid O=C1NC(CCC1N1C(C2=C(C=C(C=C2C1)C(=O)O)OC)=O)=O